(2,2-diphenylacetyl)argininamide C1(=CC=CC=C1)C(C(=O)N[C@@H](CCCNC(N)=N)C(=O)N)C1=CC=CC=C1